2,4,6-tris(4-isocyanatophenyl)-1,3,5-triazine N(=C=O)C1=CC=C(C=C1)C1=NC(=NC(=N1)C1=CC=C(C=C1)N=C=O)C1=CC=C(C=C1)N=C=O